2-bromo-N,2-dimethylpropanamide CC(C)(C(=O)NC)Br